9,10-dibutoxyanthracene tert-butyl-8-(3-benzyloxyphenyl)-3,8-diazabicyclo[3.2.1]octane-3-carboxylate C(C)(C)(C)OC(=O)N1CC2CCC(C1)N2C2=CC(=CC=C2)OCC2=CC=CC=C2.C(CCC)OC=2C1=CC=CC=C1C(=C1C=CC=CC21)OCCCC